(1S,4R)-2,2-dimethyl-3-methylene-bicyclo[2.2.1]heptane CC1([C@H]2CC[C@@H](C1=C)C2)C